3-(acetylaminocarbamoyl)-4-(phenylmethylamino)-N-methyl-benzenesulfonamide C(C)(=O)NNC(=O)C=1C=C(C=CC1NCC1=CC=CC=C1)S(=O)(=O)NC